3a,6,7-Trimethyl-2,3,3a,4-tetrahydro-1H-cyclopenta[b]quinoline CC12NC=3C=C(C(=CC3C=C1CCC2)C)C